COC1=CC=NC=C1C#CC1=C(C=CC=C1)NS(=O)(=O)C=1C(=CC=C2C=CC=NC12)C 4-Methoxy-5-{2-[2-(7-methylchinolin-8-sulfonamido)phenyl]ethynyl}pyridin